(S)-quinuclidin-3-yl (5-(3-methoxy-4-methylphenyl)-2,2-dimethyl-2,3-dihydro-1H-inden-1-yl)carbamate COC=1C=C(C=CC1C)C=1C=C2CC(C(C2=CC1)NC(O[C@@H]1CN2CCC1CC2)=O)(C)C